5-chloro-4-(4-chloro-2-methyl-3-pyrazolyl)-2-thiophenecarboxamide ClC1=C(C=C(S1)C(=O)N)C=1N(N=CC1Cl)C